BrC1=CC(=C(C(=O)NS(N(C)C)(=O)=O)C(=C1)N1CCCC1)OC1CCCC1 4-bromo-2-(cyclopentyloxy)-N-(N,N-dimethylsulfamoyl)-6-(pyrrolidin-1-yl)benzamide